3-bromo-5-(3-chloro-2-methyl-phenoxy)-1-(propan-2-yl)-1H-1,2,4-triazole BrC1=NN(C(=N1)OC1=C(C(=CC=C1)Cl)C)C(C)C